(4-bromo-2-methyl-phenyl)methanamine BrC1=CC(=C(C=C1)CN)C